1-((S)-3-((tert-butoxycarbonyl)amino)-2-hydroxypropyl)-2-(3-((tert-butoxycarbonyl)amino)propyl)-1H-pyrazol-2-ium C(C)(C)(C)OC(=O)NC[C@@H](CN1[N+](=CC=C1)CCCNC(=O)OC(C)(C)C)O